CN(C1=CC=C(C(=O)OCCCC)C=C1)C butyl N,N-dimethyl-p-aminobenzoate